3-Decyn-2-ol CC(C#CCCCCCC)O